C(C1=CC=CC=C1)OC[C@@H]1CNC=2N1N=C(C2C(=O)OCC)Br (S)-ethyl 3-((benzyloxy)methyl)-6-bromo-2,3-dihydro-1H-imidazo[1,2-b]pyrazole-7-carboxylate